2-(3-(3,5-dimethyl-1H-pyrazol-1-yl)benzamido)-4-(4-(2-(5,6,7,8-tetrahydro-1,8-naphthyridin-2-yl)ethyl)piperidin-1-yl)butanoic acid CC1=NN(C(=C1)C)C=1C=C(C(=O)NC(C(=O)O)CCN2CCC(CC2)CCC2=NC=3NCCCC3C=C2)C=CC1